N-Boc-diethanolamine C(=O)(OC(C)(C)C)N(CCO)CCO